OC(CCCCCCCCCCC(=O)O)CCC(CCCCCCC)O 12,15-Dihydroxydocosanoic acid